Oxyether O=O